2-difluoromethyl-5-(4,4,5,5-tetramethyl-1,3,2-dioxaborolan-2-yl)pyridine FC(C1=NC=C(C=C1)B1OC(C(O1)(C)C)(C)C)F